(S)-tetrahydrofuran-3-ol O1C[C@H](CC1)O